4-(1-(2-Bromo-5-methoxy-4-nitrophenyl)piperidin-4-yl)piperazine-1-carboxylate BrC1=C(C=C(C(=C1)[N+](=O)[O-])OC)N1CCC(CC1)N1CCN(CC1)C(=O)[O-]